Cl.NC1CC(C1)(O)C trans-3-amino-1-methyl-cyclobutanol HCl salt